C(C)(C)(C)OC(=O)N1CC(C1)C1=NN(C2=CC=CC(=C12)F)CC=1OC(=NN1)C(F)(F)F.BrC=1C=C(C(=NC1)Cl)S(=O)(=O)CC 5-bromo-2-chloro-3-(ethanesulfonyl)pyridine tert-Butyl-3-(4-fluoro-1-{[5-(trifluoromethyl)-1,3,4-oxadiazol-2-yl]methyl}-1H-indazol-3-yl)azetidine-1-carboxylate